4,5,6,7-tetrahydro-1-benzothiophene-2-carboxamide S1C(=CC2=C1CCCC2)C(=O)N